FC1=CC(=C(C=C1[N+](=O)[O-])NC1=NC=NC(=C1)NC1=C(C=CC=C1)C1=NN(C=C1)C)OC N4-(4-fluoro-2-methoxy-5-nitrophenyl)-N6-(2-(1-methyl-1H-pyrazol-3-yl)phenyl)pyrimidine-4,6-diamine